dinaphtho[2,1-d:1',2'-f][1,3,2]diazaphosphepin-4-iminium chloride [Cl-].C1=CC2=NP(N=C3C(=C2C=2C=CC=CC12)C1=CC=CC=C1C=C3)=[NH2+]